1-(1-benzothiophen-6-yl)-N-methylpropan-2-amine S1C=CC2=C1C=C(C=C2)CC(C)NC